tert-butyl 2-(((8-methoxy-3-(5-methylisoxazol-3-yl)-[1,2,4]triazolo[4,3-b]pyridazin-6-yl)oxy)methyl)-7,8-dihydro-1,6-naphthyridine-6(5H)-carboxylate COC=1C=2N(N=C(C1)OCC1=NC=3CCN(CC3C=C1)C(=O)OC(C)(C)C)C(=NN2)C2=NOC(=C2)C